FC1(CN(CC[C@H]1NC1=NN2C(C(=N1)OC1COC1)=C(C=C2)C=2C=C1C=CC=NC1=CC2)C)F (R)-N-(3,3-Difluoro-1-methylpiperidin-4-yl)-4-(oxetan-3-yloxy)-5-(quinolin-6-yl)pyrrolo[2,1-f][1,2,4]triazin-2-amine